C(C1=CC=CC=C1)OC(=O)N1CC(CC1)CN1CCN(CC1)C(=O)OC(C)(C)C Tert-butyl 4-((1-((benzyloxy)carbonyl)pyrrolidin-3-yl)methyl)piperazine-1-carboxylate